ClC1=C(OC2=CC=C(C=N2)N2CCC3([C@@H](C=4N(N=CC4)C3)N)CC2)C=CC=C1Cl (S)-1-(6-(2,3-dichlorophenoxy)pyridin-3-yl)-4'h,6'h-spiro[piperidine-4,5'-pyrrolo[1,2-b]pyrazol]-4'-amine